Cl.OCCN1CCN(CC1)C1=NC=CC(=N1)C(=O)N[C@H](C)C1=CC=CC2=CC=CC=C12 2-[4-(2-Hydroxyethyl)piperazin-1-yl]-N-[(1R)-1-(1-naphthyl)ethyl]pyrimidine-4-carboxamide hydrochloride salt